hydroxy-20-methyl-pregna-4,6-diene OCC([C@H]1CC[C@H]2[C@@H]3C=CC4=CCCC[C@]4(C)[C@H]3CC[C@]12C)C